ClC1=C(C=C(OCC(=O)NC23C(CC(CC2)(CC3)C(=O)NCC=3N=NC(=CC3)OC)O)C=C1)F 4-[2-(4-chloro-3-fluorophenoxy)acetamido]-3-hydroxy-N-[(6-methoxypyridazin-3-yl)methyl]bicyclo[2.2.2]octane-1-carboxamide